C(C)OC(=O)C1=C(N(C(C=2C=CC(=NC12)Cl)=O)C1=C2C=NN(C2=CC=C1C)C1OCCCC1)N 7-Amino-2-chloro-6-(5-methyl-1-(tetrahydro-2H-pyran-2-yl)-1H-indazol-4-yl)-5-oxo-5,6-dihydro-1,6-naphthyridine-8-carboxylic acid ethyl ester